C[C@@H]1N(C[C@@H](C1)OC1=NC=2N(C=C1)N=CC2)CC2=CN=C(S2)NC(C)=O N-(5-(((2S,4R)-2-methyl-4-(pyrazolo[1,5-a]pyrimidin-5-yloxy)pyrrolidin-1-yl)methyl)thiazol-2-yl)acetamide